3-((4-chloro-6-methylthieno[2,3-d]pyrimidin-2-yl)methyl)-5-methylisoxazole ClC=1C2=C(N=C(N1)CC1=NOC(=C1)C)SC(=C2)C